3-(((5-(pyridin-4-yl)-4H-1,2,4-triazol-3-yl)methyl)amino)benzoic acid N1=CC=C(C=C1)C=1NC(=NN1)CNC=1C=C(C(=O)O)C=CC1